3-(tert-butyl) 1-ethyl 8-((4-(4-chlorophenoxy)-3,5-difluorophenyl)sulfonyl)-3,8-diazabicyclo[3.2.1]octane-1,3-dicarboxylate ClC1=CC=C(OC2=C(C=C(C=C2F)S(=O)(=O)N2C3(CN(CC2CC3)C(=O)OC(C)(C)C)C(=O)OCC)F)C=C1